C(C)(=O)OC1O[C@@H]([C@H]([C@@H]([C@H]1NC(CC1CCCCCC1)=O)OC(C)=O)OC(C)=O)COC(C)=O (3R,4R,5S,6R)-6-(acetoxymethyl)-3-(2-cycloheptylacetamido)tetrahydro-2H-pyran-2,4,5-triyl triacetate